BrC1=CC(=CC2=CC=CC(=C12)F)OCOCC[Si](C)(C)C 1-bromo-3-(2-(trimethylsilyl)ethoxymethoxy)-8-fluoronaphthalene